19'-(oxan-2-yl)-8',14'-dioxa-10',19',20'-triazaspiro[cyclopropane-1,13'-tetracyclo[13.5.2.12,6.018,21]tricosane] O1C(CCCC1)N1C2CCC3OC4(CCNCOCC5CCCC(C(N1)C2C3)C5)CC4